2-amino-3-methylquinoline-6-carbonyl chloride hydrochloride Cl.NC1=NC2=CC=C(C=C2C=C1C)C(=O)Cl